O1CCOC12CCC(CC2)C=2SC(=CN2)CO (2-(1,4-dioxaspiro[4.5]decan-8-yl)thiazol-5-yl)methanol